OC1=C(C=C(C=2C=CC=NC12)S(=O)(=O)O)N=NC1=CC2=CC=C(C=C2C=C1)S(=O)(=O)O 8-hydroxy-7-[2-(6-sulfo-2-naphthyl)diazenyl]-5-quinolinesulfonic acid